ClC=1C(=CC(=NC1)NC1=CC=NN1C)C=1C=C2N(CCN(C2=O)CC2=C(C=C(C=C2)F)CO)C1 7-(5-chloro-2-((1-methyl-1h-pyrazole-5-yl)amino)pyridine-4-yl)-2-(4-fluoro-2-(hydroxymethyl)benzyl)-3,4-dihydropyrrolo[1,2-a]pyrazine-1(2H)-one